C(C)OP(=O)(OCC)COC1=CC=C(C=C1)C[C@@H]([C@@H](CN(S(=O)(=O)C1=CC2=C(OCO2)C=C1)C[C@H](CC)C)O)NC(O[C@H]1CO[C@H]2OCC[C@H]21)=O (3R,3aS,6aR)-hexahydrofuro[2,3-b]furan-3-yl ((2S,3R)-1-(4-((diethoxyphosphoryl)methoxy)phenyl)-3-hydroxy-4-(N-((S)-2-methylbutyl)benzo[d][1,3]dioxole-5-sulfonamido)butan-2-yl)carbamate